C(C)(C)(C)C=1N=C(N(C1)C(=O)NC(C)CC(C)C)OC 4-(tert-Butyl)-2-methoxy-N-(4-methylpentan-2-yl)-1H-imidazole-1-carboxamide